N,N-dimethyl-3-bromoaniline CN(C1=CC(=CC=C1)Br)C